N1=C(C=NC=C1)C(=O)O.C=1(C(=CC=CC1)C(=O)[Na])C toluoyl-sodium pyrazinate